C(C)(C)(C)OC(=O)[C@]1(C[C@H](NCC1)C)CC1=NC(=CC=C1F)Cl tert-butyl-(2R,4R)-4-((6-chloro-3-fluoropyridin-2-yl) methyl)-2-methylpiperidine-4-carboxylate